C1(CC1)N1N=CC(=N1)C1=CC=C(C=C1)C(C(=O)OC)=O methyl 2-(4-(2-cyclopropyl-2H-1,2,3-triazol-4-yl) phenyl)-2-oxoacetate